4-((2,4-dioxo-3,4-dihydropyrimidin-1(2H)-yl)methyl)-N-isopropylbenzamide O=C1N(C=CC(N1)=O)CC1=CC=C(C(=O)NC(C)C)C=C1